6-ethyl-5-(2-(5-methylpyridin-3-yl)phenyl)pyridin-2-amine C(C)C1=C(C=CC(=N1)N)C1=C(C=CC=C1)C=1C=NC=C(C1)C